O[C@H]1C(OC([C@@H]([C@H]1O)OC)(C)C)OC=1C=CC(=C(C1)C1=CC=C(C=C1)C(F)(F)F)CCNC(C)=O N-(2-(5-(((3R,4S,5R)-3,4-dihydroxy-5-methoxy-6,6-dimethyltetrahydro-2H-pyran-2-yl)oxy)-4'-(trifluoromethyl)-[1,1'-biphenyl]-2-yl)ethyl)acetamide